NC=1CN(C(=C(N1)C1=CC=C(C=C1)F)C1=CC(=NC(=C1)C)C)CC1=C(C=CC=C1)F 3-amino-6-(2,6-dimethylpyridin-4-yl)-N-(2-fluorophenylmethyl)-5-(4-fluorophenyl)pyrazine